N1(CCCCCC1)C=1N=C(C2=C(C=NNC2=O)N1)NC1=CC=C(OCCN2CCC(CC2)C(=O)O)C=C1 1-(2-(4-((2-(azepan-1-yl)-5-oxo-5,6-dihydropyrimido[4,5-d]pyridazin-4-yl)amino)phenoxy)ethyl)piperidine-4-carboxylic acid